3-[4-(2,5-diazaspiro[3.4]oct-5-ylmethyl)phenoxy]piperidine-2,6-dione C1NCC12N(CCC2)CC2=CC=C(OC1C(NC(CC1)=O)=O)C=C2